C(#N)C(C(=O)C1=CC=C(C=C1)CC=1C(=C(C(=O)N)C=C(C1)F)OC)C#N {[4-(2,2-dicyanoacetyl)phenyl]methyl}-5-fluoro-2-methoxybenzamide